1-dimethylethoxysilyl-2-bis(dimethylamino)methylsilylethylene C[Si](C=C[SiH2]C(N(C)C)N(C)C)(OCC)C